ClC1=NC(=NN2C1=C(C(=C2)C2=CC(=NC=C2)OC)C)C=2N(C=CN2)C 4-chloro-6-(2-methoxypyridin-4-yl)-5-methyl-2-(1-methyl-1H-imidazol-2-yl)pyrrolo[2,1-f][1,2,4]triazin